NC1=NC=CC=C1C1=NC=2C(=NC(=CC2)N2CCN(C(CC2)=O)C)N1C1=CC=C(CN2CCN(CC2)C2=NC(=NC=C2)C#N)C=C1 4-(4-(4-(2-(2-Aminopyridin-3-yl)-5-(4-methyl-5-oxo-1,4-diazepan-1-yl)-3H-imidazo[4,5-b]pyridin-3-yl)benzyl)piperazin-1-yl)pyrimidine-2-carbonitrile